6-methoxy-3-(4-chloro-2-fluoro-phenyl)benzothiazol-2(3H)-one COC1=CC2=C(N(C(S2)=O)C2=C(C=C(C=C2)Cl)F)C=C1